N1N=NC(=C1)CNC(=O)[C@@H]1CC2=C3C(OC[C@@H](C(N13)=O)NC([C@H]([C@H](CC)C)NC(C1=CC=CC=C1)=O)=O)=CC=C2 (1S,8S)-8-((2S,3S)-2-Benzoylamino-3-methyl-pentanoylamino)-9-oxo-1,2,8,9-tetrahydro-7H-6-oxa-9a-aza-benzo[cd]azulene-1-carboxylic acid (1H-[1,2,3]triazol-4-ylmethyl)-amide